ClC=1C=C(OCCC(=O)O)C=CC1C1=NC2=C(N1CC1=CC(=CC=C1)Cl)C=CC=C2OC2(CCC2)C 3-(3-chloro-4-(1-(3-chlorobenzyl)-4-(1-methylcyclobutoxy)-1H-benzo[d]imidazol-2-yl)phenoxy)propanoic acid